C(C)(C)(C)[Si](OCC=1C=C(C=CC1C)[C@@H](CC(=O)OCC1=CC=CC=C1)C1=C(C2=C(N(N=N2)CC)C=C1)C)(C)C (R)-benzyl 3-(3-(((tertbutyldimethylsilyl)oxy)methyl)-4-methylphenyl)-3-(1-ethyl-4-methyl-1H-benzo[d][1,2,3]triazol-5-yl)propanoate